N=1C=NN2C1C=C(C=C2)OC2=CC(=C(C=C2C)NC2=NC=NC1=CC(=C(C=C21)NC(/C(=C\[C@@H]2N(CCC2)C)/F)=O)OC)OC([2H])([2H])[2H] (R,E)-N-(4-((4-([1,2,4]Triazolo[1,5-a]pyridin-7-yloxy)-2-(methoxy-d3)-5-methylphenyl)amino)-7-methoxyquinazolin-6-yl)-2-fluoro-3-(1-methylpyrrolidin-2-yl)acrylamide